FC1=C(C(=CC(=C1)OC1CN(C1)CCCF)F)[C@H]1N([C@@H](CC2=C1NC1=CC=CC=C21)C)CC2(CC2)CO [1-[[(1R,3R)-1-[2,6-difluoro-4-[1-(3-fluoropropyl)azetidin-3-yl]oxy-phenyl]-3-methyl-1,3,4,9-tetrahydropyrido[3,4-b]indol-2-yl]methyl]cyclopropyl]methanol